NC1=C2C(=NC=N1)N(N=C2C2=CC=C(C=1N2C=CN1)NC(=O)NC1=CC(=C(C=C1)OC1CCN(CC1)CC)C(F)(F)F)C1CC1 1-(5-(4-amino-1-cyclopropyl-1H-pyrazolo[3,4-d]pyrimidin-3-yl)imidazo[1,2-a]pyridin-8-yl)-3-(4-((1-ethylpiperidin-4-yl)oxy)-3-(trifluoromethyl)-phenyl)urea